CC1=C[C@H](OC1=O)O\C=C\1/C2C(OC1=O)C1=CC=CC=C1CC2 (±)-(E)-3-((((S)-4-methyl-5-oxo-2,5-dihydrofuran-2-yl)oxy)methylene)-3a,4,5,9b-tetrahydronaphtho[1,2-b]furan-2(3H)-one